COC1=CC=C(CN(C2=CC(=C(C=C2)N=C(N)C2=C(C=3N(N=C2)C=C(C3)Br)Cl)Cl)CC3=CC=C(C=C3)OC)C=C1 N'-(4-(bis(4-methoxybenzyl)amino)-2-chlorophenyl)-6-bromo-4-chloropyrrolo[1,2-b]-pyridazine-3-carboximidamide